2-(4-bromophenyl)-5-(((methylsulfonyl)oxy)methyl)pyrrolidine-1-carboxylate BrC1=CC=C(C=C1)C1N(C(CC1)COS(=O)(=O)C)C(=O)[O-]